N4-(3-chlorobenzyl)-6-(3,5-dimethylisoxazol-4-yl)-N2-methyl-quinazoline-2,4-diamine ClC=1C=C(CNC2=NC(=NC3=CC=C(C=C23)C=2C(=NOC2C)C)NC)C=CC1